8-{5-[7-(Pyrrolidin-1-yl)-6,7,8,9-tetrahydro-5H-benzo[7]annulen-2-yl]-1H-pyrazolo[3,4-b]pyridin-3-yl}-2,3,4,5-tetrahydro-1,4-benzoxazepin-5-one N1(CCCC1)C1CCC2=C(CC1)C=C(C=C2)C=2C=C1C(=NC2)NN=C1C1=CC2=C(C(NCCO2)=O)C=C1